chloro-4-fluorobenzonitrile ClC1=C(C#N)C=CC(=C1)F